(p-toluenesulfonyl)-2-fluorobenzyl isonitrile CC1=CC=C(C=C1)S(=O)(=O)C(C1=C(C=CC=C1)F)[N+]#[C-]